CC1(C(C1C=CC)C(=O)[O-])C 2,2-dimethyl-3-prop-1-enylcyclopropanoate